2-[5-[5-[(1S)-1-(3,5-dimethylpyridazin-4-yl)ethoxy]-1H-indazol-3-yl]pyrimidin-2-yl]-6λ6-thia-2-azaspiro[3.4]octane 6,6-dioxide CC=1N=NC=C(C1[C@H](C)OC=1C=C2C(=NNC2=CC1)C=1C=NC(=NC1)N1CC2(C1)CS(CC2)(=O)=O)C